5-chloro-1'-{2-[2-(3-hydroxy-3-methylcyclobutyl)-3-oxo-7-(trifluoromethyl)-5-isoindolinyloxy]ethyl}spiro[indoline-3,4'-piperidin]-2-one ClC=1C=C2C(=CC1)NC(C21CCN(CC1)CCOC=1C=C2C(N(CC2=C(C1)C(F)(F)F)C1CC(C1)(C)O)=O)=O